[(2S,3S,4R,5R)-4-acetoxy-3-benzyloxy-2-(benzyloxymethyl)-5-(6-chloropurin-9-yl)tetrahydrofuran-2-yl]methyl acetate C(C)(=O)OC[C@@]1(O[C@H]([C@@H]([C@@H]1OCC1=CC=CC=C1)OC(C)=O)N1C2=NC=NC(=C2N=C1)Cl)COCC1=CC=CC=C1